tridecyloxyethyl acrylate C(C=C)(=O)OCCOCCCCCCCCCCCCC